chlorine aniline NC1=CC=CC=C1.[Cl]